di-tert-butyl((1S,2S)-cyclopentane-1,2-diyl)bis(methylcarbamate) C(C)(C)(C)OC(N([C@@H]1[C@H](CCC1)N(C(OC(C)(C)C)=O)C)C)=O